CC1=NC(=CC(=N1)N1C[C@H](CC1)C1(N(CCC1)C(C=C)=O)C(=O)N)NC=1SC(=CN1)C1=CC=NC=C1 [(3S)-1-[2-methyl-6-[[5-(4-pyridyl)thiazol-2-yl]amino]pyrimidin-4-yl]pyrrolidin-3-yl]-1-prop-2-enoyl-pyrrolidine-2-carboxamide